4-(4-(hydroxymethyl)-5-methylthiazol-2-yl)tetrahydro-2H-pyran-4-ol OCC=1N=C(SC1C)C1(CCOCC1)O